COC(C1=CC(=C(C(=C1)CCC)OCC=C)CCC)=O 4-allyloxy-3,5-dipropylbenzoic acid methyl ester